benzyltributylammonium, Methyl-trioctyl-ammonium salt C[N+](CCCCCCCC)(CCCCCCCC)CCCCCCCC.C(C1=CC=CC=C1)[N+](CCCC)(CCCC)CCCC